3-(4-((6-((1-acryloylpiperidin-4-yl)oxy)-7-methoxyquinazolin-4-yl)amino)-3-(2-hydroxypropan-2-yl)phenoxy)benzonitrile C(C=C)(=O)N1CCC(CC1)OC=1C=C2C(=NC=NC2=CC1OC)NC1=C(C=C(OC=2C=C(C#N)C=CC2)C=C1)C(C)(C)O